ClC1=NC=C(C(=N1)Cl)[Si](C)(C)C 2,4-dichloro-5-(trimethylsilyl)pyrimidine